ClC=1C=C2CCCN(C2=C(C1)C1=C2C(=NC=C1)C=C(S2)CN2C(CCC2=O)=O)C2CN(C2)C(=O)NC 3-[6-chloro-8-[2-[(2,5-dioxopyrrolidin-1-yl)methyl]thieno[3,2-b]pyridin-7-yl]-3,4-dihydro-2H-quinolin-1-yl]-N-methyl-azetidine-1-carboxamide